(S)-2-((S)-2-(4-methoxy-1H-indole-2-carboxamido)-4-methylpentanamido)-3-((S)-2-oxopyrrolidin-3-yl)propane COC1=C2C=C(NC2=CC=C1)C(=O)N[C@H](C(=O)N[C@@H](C)C[C@H]1C(NCC1)=O)CC(C)C